FC(C(C(OC)(F)F)C(F)(F)F)(F)F 1,1,1,3,3-pentafluoro-3-methoxy-2-trifluoromethyl-propane